O=C1N(C=CC=C1)C=1N=CC(CC1)=O (2-oxopyridin-1-yl)-5-oxopyridin